(2Z,3E)-3-((2-(2,6-diazaspiro[3.3]heptane-2-yl)ethoxy)imino)-5'-fluoro-[2,3'-biindolinylidene]-2'-on C1N(CC12CNC2)CCO\N=C/2\C(\NC1=CC=CC=C21)=C/2\C(NC1=CC=C(C=C21)F)=O